FC=1C=C(C2=C(CNS(O2)(=O)=O)C1)C1=CC=C2C=NC(C2=C1)=O 6-(6-fluoro-2,2-dioxido-3,4-dihydrobenzo[e][1,2,3]oxathiazin-8-yl)isoindol-1-one